P(=O)(O)(O)CN(CC(=O)O)CC(=O)O N-phosphonomethyl-iminodiacetic acid